4-butanamido-3-methyl-N-[(1R,3S)-3-{[2-(trifluoromethyl)quinolin-4-yl]amino}cyclohexyl]benzamide C(CCC)(=O)NC1=C(C=C(C(=O)N[C@H]2C[C@H](CCC2)NC2=CC(=NC3=CC=CC=C23)C(F)(F)F)C=C1)C